O[C@@H]1CC[C@H](CC1)N1C=C(C2=C1N=C(N=C2)NCCC(F)(F)F)C=2C=C(C=O)C=CC2 trans-3-[7-[4-hydroxycyclohexyl]-2-[(3,3,3-trifluoropropyl)-amino]pyrrolo-[2,3-d]pyrimidin-5-yl]benzaldehyde